2-(3-chlorophenyl)-2-[(7-{[(1,2-oxazolidine-2-carbonyl)amino]methyl}-1H-1,3-benzodiazol-2-yl)amino]propyl 2,2-dimethylpropanoate CC(C(=O)OCC(C)(NC1=NC2=C(N1)C(=CC=C2)CNC(=O)N2OCCC2)C2=CC(=CC=C2)Cl)(C)C